2-[(2R/S)-2,3-Dihydro[1,4]dioxino[2,3-b]pyridin-2-ylmethyl]-8-methyl-N-[(2S)-tetrahydrofuran-2-ylmethyl]-4,5-dihydro-2H-furo[2,3-g]indazol-7-carboxamid O1[C@@H](COC2=NC=CC=C21)CN2N=C1C3=C(CCC1=C2)OC(=C3C)C(=O)NC[C@H]3OCCC3 |&1:1|